4-[(2R)-3-(3,4-dihydro-1H-isoquinolin-2-yl)-2-hydroxy-propyl]-1-methyl-8-[(2-methyl-4-piperidinyl)oxy]-2,3-dihydro-1,4-benzodiazepine-5-one hydrochloride Cl.C1N(CCC2=CC=CC=C12)C[C@H](CN1CCN(C2=C(C1=O)C=CC(=C2)OC2CC(NCC2)C)C)O